C(C)(C)(C)OC(=O)NC=1C=C(C=2C=CNC2C1)C(=O)OC methyl 6-((tert-butoxycarbonyl)amino)-1H-indole-4-carboxylate